5-[1-(2-Fluoro-6-methyl-phenyl)-piperidin-4-yl]-2-methyl-7-[1-(2-trifluoromethyl-phenyl)-ethyl]-2,4,5,7-tetrahydro-pyrazolo[3,4-d]pyrimidin-6-one FC1=C(C(=CC=C1)C)N1CCC(CC1)N1C(N(C=2C(C1)=CN(N2)C)C(C)C2=C(C=CC=C2)C(F)(F)F)=O